FC1=C(C=CC(=C1OC)N1CC(C1)NC=1OC(=NN1)C1=CC=C(C=C1)OC(F)(F)F)C1C(NC(CC1)=O)=O 3-(2-fluoro-3-methoxy-4-(3-((5-(4-(trifluoromethoxy)phenyl)-1,3,4-oxadiazol-2-yl)amino)azetidin-1-yl)phenyl)piperidine-2,6-dione